2-Chloro-N-(furan-2-ylmethyl)-7-methoxy-6-[2-(morpholin-4-yl)ethoxy]quinazolin-4-amine ClC1=NC2=CC(=C(C=C2C(=N1)NCC=1OC=CC1)OCCN1CCOCC1)OC